1-{2-[3,5-dimethyl-4-oxo-6-(trifluoromethyl)-4,5-dihydro-3H-imidazo[4,5-c]pyridin-2-yl]-3-(ethylsulfonyl)imidazo[1,2-a]pyridin-7-yl}cyclopropanecarbonitrile CN1C(=NC2=C1C(N(C(=C2)C(F)(F)F)C)=O)C=2N=C1N(C=CC(=C1)C1(CC1)C#N)C2S(=O)(=O)CC